FC(C1=CC=C(C=N1)N1N=CC(=C1)C12CC(C1)(C2)NC(OC(C)(C)C)=O)(F)F tert-butyl (3-(1-(6-(trifluoromethyl)pyridin-3-yl)-1H-pyrazol-4-yl)bicyclo[1.1.1]pentan-1-yl)carbamate